cytidine triphosphate disodium salt [Na+].[Na+].P([O-])(=O)(OP(=O)([O-])OP(=O)(O)O)OC[C@@H]1[C@H]([C@H]([C@@H](O1)N1C(=O)N=C(N)C=C1)O)O